C(C)OC(=O)N1C2COCC1CC(C2)N2C[C@H]1C([C@H]1C2)C(=O)N2CCOCC2 7-[(1r,5s,6r)-6-(morpholine-4-carbonyl)-3-azabicyclo[3.1.0]hexane-3-yl]-3-oxa-9-azabicyclo[3.3.1]nonane-9-carboxylic acid ethyl ester